CC=1C=C(C=CC1)C=1C=C(C=2OCCN(C2N1)C(=O)OC(C)(C)C)NC1=CC=NC=C1 tert-butyl 6-(3-methylphenyl)-8-[(pyridin-4-yl)amino]-2H,3H,4H-pyrido[3,2-b][1,4]oxazine-4-carboxylate